1-(tert-butyl) 4-(2-chlorophenyl) (S)-2-((thiophen-2-ylmethyl)carbamoyl)piperazine-1,4-dicarboxylate S1C(=CC=C1)CNC(=O)[C@H]1N(CCN(C1)C(=O)OC1=C(C=CC=C1)Cl)C(=O)OC(C)(C)C